4-(2-(N,N-dimethylamino)ethyl)morpholine CN(C)CCN1CCOCC1